C(CCCCCCCCC\C=C/C\C=C/CCCCC)OC[C@H](COCCCCC)N(C)C (2S)-1-[(11Z,14Z)-eicosan-11,14-di-en-1-yloxy]-N,N-dimethyl-3-(pentyloxy)propan-2-amine